1-((4-methyl-1H-imidazol-5-yl)methyl)-4-(4-(trifluoromethyl)phenyl)-1,2,3,4-tetrahydroquinoxaline CC=1N=CNC1CN1CCN(C2=CC=CC=C12)C1=CC=C(C=C1)C(F)(F)F